BrC1=NN(C(=C1)C(N(C)C1=C(C=C(C=C1C(=S)N(CC)CC)Cl)Cl)=S)C1=NC=CC=C1Cl 3-bromo-1-(3-chloropyridin-2-yl)-N-(2,4-dichloro-6-(diethylamino-carbothioyl)phenyl)-N-methyl-1H-pyrazole-5-thiocarboxamide